C1(=CC=CC=C1)C(N1CC(C1)OS(=O)(=O)C)C1=CC=CC=C1 1-diphenylmethyl-3-methanesulfonyloxy-azetidine